1,2-epoxytetracosane C1C(CCCCCCCCCCCCCCCCCCCCCC)O1